IC1=C(C2=C(S1)C(=CC=C2)NC2C(CN(CC2C)C)C)CC(F)(F)F N-(2-iodo-3-(2,2,2-trifluoroethyl)benzo[b]thiophen-7-yl)-1,3,5-trimethylpiperidin-4-amine